NC1[C@@H]2CN(C[C@H]12)C(CC1=CC=C(C=C1)NC(=O)NCC1=CC=C(C=C1)F)=O N-{4-[2-((5S,1R)-6-amino-3-azabicyclo[3.1.0]hex-3-yl)-2-oxoethyl]phenyl}{[(4-fluorophenyl)methyl]amino}carboxamide